2-[acetyl-(2,6-difluoro-4-pyridyl)amino]-5-methyl-N-[(3R)-spiro[3.3]heptan-3-yl]-thiazole-4-carboxamide C(C)(=O)N(C=1SC(=C(N1)C(=O)N[C@@H]1CCC12CCC2)C)C2=CC(=NC(=C2)F)F